C(C1=CC=CC=C1)OC1=C(C=C(C=C1)Cl)CN1CC[C@@H](C(CC1)N1CCN(CCC1)C)O (4S)-1-[(2-benzyloxy-5-chloro-phenyl)methyl]-5-[(1R)-4-methyl-1,4-diazepan-1-yl]azepan-4-ol